4-[({[(5-fluoro-2-oxo-1,3-dioxolan-4-yl)methyl]oxy}(oxy)-λ4-thio)oxy]-5-methyl-2λ6-1,2-oxathiolane-2,2-dione FC1C(OC(O1)=O)COO[SH2]OC1CS(OC1C)(=O)=O